1-amino-(R)-2-propanol NC[C@@H](C)O